CN(C1CN(CC1)C=1C=C(C=CC1)C(C)NC(=O)C1C(C1)C1=C(C=CC(=C1)F)F)C 2-(2,5-difluoro-phenyl)-cyclopropanecarboxylic acid {1-[3-(3-dimethylamino-pyrrolidin-1-yl)-phenyl]-ethyl}-amide